N[C@@H](C(=O)N[C@@H](C(=O)NCCNC(=O)C1=C(C(=C(S1)NC(C(CC)C1=CC=C(C=C1)F)=O)C(=O)OC)C)C(C)C)C(C)C Methyl 5-((2-((R)-2-((R)-2-amino-3-methylbutanamido)-3-methylbutanamido)ethyl)carbamoyl)-2-(2-(4-fluorophenyl)butanamido)-4-methylthiophene-3-carboxylate